2,2-methylenebis(4-ethyl-6-tert-butylphenol) CCC1=CC(=C(C(=C1)C(C)(C)C)O)CC2=C(C(=CC(=C2)CC)C(C)(C)C)O